5-(4-bromo-2-fluorophenoxy)-N-((4,5-dichlorothiophen-2-yl)sulfonyl)-1H-indole-2-carboxamide BrC1=CC(=C(OC=2C=C3C=C(NC3=CC2)C(=O)NS(=O)(=O)C=2SC(=C(C2)Cl)Cl)C=C1)F